(3R)-3-(4-Chlorophenyl)-2-[(5-chloropyridin-2-yl)methyl]-3-(2-hydroxy-2-methylpropoxy)-6-(2-hydroxypropan-2-yl)-2,3-dihydro-1H-isoindol-1-on ClC1=CC=C(C=C1)[C@@]1(N(C(C2=CC(=CC=C12)C(C)(C)O)=O)CC1=NC=C(C=C1)Cl)OCC(C)(C)O